2-(4-((diphenylmethylene)amino)phenyl)-2-methylpropanenitrile C1(=CC=CC=C1)C(C1=CC=CC=C1)=NC1=CC=C(C=C1)C(C#N)(C)C